1-pentadecanoyl-2-(9Z-hexadecenoyl)-sn-glycero-3-phosphocholine CCCCCCCCCCCCCCC(=O)OC[C@H](COP(=O)([O-])OCC[N+](C)(C)C)OC(=O)CCCCCCC/C=C\CCCCCC